C1CC12N(CCCC2)C(=O)O 4-Azaspiro[2.5]octane-4-carboxylic acid